methyl 4-(4-fluorophenyl)-1-(1H-imidazole-1-carbonyl)piperidine-4-carboxylate FC1=CC=C(C=C1)C1(CCN(CC1)C(=O)N1C=NC=C1)C(=O)OC